FC1(CCC(CC1)NC=1N=CC2=C(N1)NC=C2C=2C=C(C=1N(C2)C=C(N1)C)F)F N-(4,4-difluorocyclohexyl)-5-(8-fluoro-2-methylimidazo[1,2-a]pyridin-6-yl)-7H-pyrrolo[2,3-d]pyrimidin-2-amine